1-(4-(4-(4-methoxyphenyl)-1-methyl-1H-imidazo[4,5-c]pyridin-6-yl)piperidin-1-yl)ethan-1-one COC1=CC=C(C=C1)C1=NC(=CC2=C1N=CN2C)C2CCN(CC2)C(C)=O